C(#C)C1=CC=C(CN2CCN(CC2)C2=C(C=C(C#N)C=C2)F)C=C1 4-(4-(4-ethynylbenzyl)piperazin-1-yl)-3-fluorobenzonitrile